OC1=C2N3[C@@]4(C[C@@H](C3=C(C1=O)C(=O)NCC1=C(C=C(C=C1F)F)F)OC)CCCCN(C2=O)C4 (6aR,8S)-11-hydroxy-8-methoxy-1,10-dioxo-N-(2,4,6-trifluorobenzyl)-1,3,4,5,6,7,8,10-octahydro-2,6a-methano[1,4]diazonino[9,1,2-cd]indolizine-9-carboxamide